C(C)OC(=O)C1C(NC2=C(C(=N1)C1=C(C=CC=C1)F)C=C(C=C2)Cl)=O ethyl[7-chloro-5-(2-fluorophenyl)-2,3-dihydro-2-oxo-1H-1,4-benzodiazepine-3-carboxylate]